tert-Butyl (5S,8S,11S)-8-(2-(tert-butoxy)-2-oxoethyl)-11-((3-methoxyphenyl)carbamoyl)-5-(naphthalen-2-ylmethyl)-3,6,9-trioxo-1-phenyl-2-oxa-4,7,10-triazatetradecan-14-oate C(C)(C)(C)OC(C[C@H](NC([C@@H](NC(OCC1=CC=CC=C1)=O)CC1=CC2=CC=CC=C2C=C1)=O)C(N[C@@H](CCC(=O)OC(C)(C)C)C(NC1=CC(=CC=C1)OC)=O)=O)=O